COC1=NC=CC=C1C1=CC(=NO1)C(=O)N1CC2=CC=CC=C2C(C1)C=1C=NN(C1)C [5-(2-methoxy-3-pyridyl)isoxazol-3-yl]-[4-(1-methylpyrazol-4-yl)-3,4-dihydro-1H-isoquinolin-2-yl]methanone